isopropyl 5-((3-(8-(((3S,4R)-3-fluoro-1-methylpiperidin-4-yl)amino)-3-(2,2,2-trifluoroethyl)indolizin-2-yl)prop-2-yn-1-yl)amino)-6-(methoxy-d3)pyridine-2-carboxylate F[C@H]1CN(CC[C@H]1NC1=CC=CN2C(=C(C=C12)C#CCNC=1C=CC(=NC1OC([2H])([2H])[2H])C(=O)OC(C)C)CC(F)(F)F)C